CC1(C(C(C1)(C)C)O)C 2,2,4,4-tetramethylcyclobutan-1-ol